1,1-bis(azidoacetyl)-2-phenylethane N(=[N+]=[N-])CC(=O)C(CC1=CC=CC=C1)C(CN=[N+]=[N-])=O